n-docosyl hexacosyl ketone C(CCCCCCCCCCCCCCCCCCCCCCCCC)C(=O)CCCCCCCCCCCCCCCCCCCCCC